CC=1C(=C(C=C(C1)C)O)C=1C=CC=2C(=NC(=CN2)[C@H]2CNCCC2)N1 3,5-dimethyl-2-[3-[(3R)-3-piperidyl]pyrido[2,3-b]pyrazin-6-yl]phenol